(2S,4R)-1-((4-phenoxybutyryl)glycyl)-4-(m-tolyl)pyrrolidine-2-carboxylic acid methyl ester COC(=O)[C@H]1N(C[C@H](C1)C=1C=C(C=CC1)C)C(CNC(CCCOC1=CC=CC=C1)=O)=O